NC=1C(=C(C=CC1)C1=C(C(=CC=C1)C=1N=C(C(=NC1)CN(C1CCC(CC1)C(=O)OC)C)OC)Cl)Cl methyl (1r,4r)-4-(((5-(3'-amino-2,2'-dichloro-[1,1'-biphenyl]-3-yl)-3-methoxypyrazin-2-yl)methyl)(methyl)amino)cyclohexane-1-carboxylate